methyl 4-fluoro-1-naphthoate FC1=CC=C(C2=CC=CC=C12)C(=O)OC